8-[3-chloro-6-(8-ethynyl-7-fluoro-3-hydroxy-1-naphthyl)-5-fluoro-4-methyl-2,7-naphthyridin-1-yl]-3,8-diazabicyclo[3.2.1]octan-6-ol ClC=1N=C(C2=CN=C(C(=C2C1C)F)C1=CC(=CC2=CC=C(C(=C12)C#C)F)O)N1C2CNCC1C(C2)O